dimethylsilylcyclopentadienyl-(2-methylindenyl)hafnium dichloride [Cl-].[Cl-].C[SiH](C)[Hf+2](C1C(=CC2=CC=CC=C12)C)C1C=CC=C1